CC1=CC(=NN1)CCC(=O)O 3-(5-methyl-1H-pyrazole-3-yl)propionic acid